NC1=NC=2C=CC(=CC2C2=C1C=NN2C)C(=O)N([C@@H]2COC1=C2C=CC(=C1)C(F)(F)F)CC 4-amino-N-ethyl-1-methyl-N-((3S)-6-(trifluoromethyl)-2,3-dihydro-1-benzofuran-3-yl)-1H-pyrazolo[4,3-c]-quinoline-8-carboxamide